NC1=NC=CC(=C1)C 2-amino-4-methylpyridine